1H-INDOL-2-YLBORONIC ACID N1C(=CC2=CC=CC=C12)B(O)O